O=C1NC([C@@](N1)(C1=CC=NC=C1)CNC(=O)C1=NN(N=C1)C1=CC=CC=C1)=O |r| rac-N-{[2,5-dioxo-4-(pyridin-4-yl)imidazolidin-4-yl]methyl}-2-phenyl-2H-1,2,3-triazole-4-carboxamide